CC=1C=NSC1C 4,5-dimethylisothiazole